(4-(4-methyl-1,3-thiazol-2-yl)phenyl)methanol CC=1N=C(SC1)C1=CC=C(C=C1)CO